(5-(methoxycarbonyl)pyridin-3-yl)boronic acid COC(=O)C=1C=C(C=NC1)B(O)O